N[C@@]1(C([C@@H](CC1)NC=1C=2N(N=CC1C(=NC1=C(C=CC=C1)C1CC1)N)C=C(C2)Br)(C)C)C 4-[[(1R,3S)-3-amino-2,2,3-trimethyl-cyclopentyl]amino]-6-bromo-N'-(2-cyclopropylphenyl)pyrrolo[1,2-b]pyridazine-3-carboxamidine